(2E)-3-(4-amino-2-chloro-6-methylpyrimidin-5-yl)prop-2-enoic acid ethyl ester C(C)OC(\C=C\C=1C(=NC(=NC1C)Cl)N)=O